CN1N=NC(=C1C=1C=C2C(=NC1)C1=C(N2C(C2CCOCC2)C2=CC=CC=C2)C=C(O1)C(C)(C)O)C([2H])([2H])[2H] 2-(6-(1-methyl-4-(methyl-d3)-1H-1,2,3-triazol-5-yl)-4-(phenyl-(tetrahydro-2H-pyran-4-yl)methyl)-4H-furo[2',3':4,5]pyrrolo[3,2-b]pyridin-2-yl)propan-2-ol